azoniatriflate [O-]S(=O)(=O)[N+](F)(F)F